C(C)(C)(C)OC(=O)N1C[C@H](CC1)[C@@H](C(=O)OC(C)(C)C)CC1=CC(=CC=C1)C([2H])([2H])Br (R)-3-((S)-3-(3-(bromomethyl-d2)phenyl)-1-(tert-butoxy)-1-oxopropane-2-yl)pyrrolidine-1-carboxylic acid tert-butyl ester